tert-butyl ((1R,4R,7R)-2-azabicyclo[2.2.1]heptan-7-yl)carbamate [C@@H]12NC[C@@H](CC1)[C@H]2NC(OC(C)(C)C)=O